(3S,3aS,6R,6aR)-6-((3-amino-3-oxopropyl)amino)hexahydrofuro[3,2-b]furan-3-yl nitrate [N+](=O)(O[C@@H]1[C@@H]2[C@H](OC1)[C@@H](CO2)NCCC(=O)N)[O-]